C(C)(C)(C)C1CCN(CC1)C(=O)NC1=CC(=C(C=C1)C1=CC(=C(C=C1)OC)C)C=1N=NNN1 4-(tert-butyl)-N-(4'-methoxy-3'-methyl-2-(2H-tetrazol-5-yl)-[1,1'-biphenyl]-4-yl)piperidine-1-carboxamide